6-(3-isopropyl-5-(2-((3-methyloxetan-3-yl)methyl)octahydrocyclopenta[c]pyrrol-5-yl)-1H-indol-2-yl)-7,8-dimethyl-[1,2,4]triazolo[4,3-a]pyridine C(C)(C)C1=C(NC2=CC=C(C=C12)C1CC2C(CN(C2)CC2(COC2)C)C1)C=1C(=C(C=2N(C1)C=NN2)C)C